2-Chloro-6-isopropyl-N-(phenylcarbamoyl)nicotinamide 4-chloro-7-(4-cyanopyridin-2-yl)-5-methyl-6,7-dihydro-5H-pyrrolo[2,3-d]pyrimidine-5-carboxylate ClC=1C2=C(N=CN1)N(CC2(C(=O)O)C)C2=NC=CC(=C2)C#N.ClC2=C(C(=O)NC(NC1=CC=CC=C1)=O)C=CC(=N2)C(C)C